FC1=C2C(=CN=C1N1CCC(CC1)N(C)C)NC(=C2C(C)C)C=2C=C(C=1N(C2)N=CN1)OC 1-(4-fluoro-3-isopropyl-2-(8-methoxy-[1,2,4]triazolo[1,5-a]pyridin-6-yl)-1H-pyrrolo[2,3-c]pyridin-5-yl)-N,N-dimethylpiperidin-4-amine